(2-bromo-4,6-difluorophenyl)ethan-1-ol BrC1=C(C(=CC(=C1)F)F)C(C)O